1-[6-[3-[(4-chloro-1H-indazol-5-yl)amino]-4-methyl-pyrazol-1-yl]-3,4-dihydro-1H-isoquinolin-2-yl]-2-methyl-propan-1-one ClC1=C2C=NNC2=CC=C1NC1=NN(C=C1C)C=1C=C2CCN(CC2=CC1)C(C(C)C)=O